3-[[5-[[[3-ethyl-5-[(2S)-2-(2-hydroxyethyl)-1-piperidyl]pyrazolo[1,5-a]pyrimidin-7-yl]amino]methyl]-2-pyridyl]oxy]propanal C(C)C=1C=NN2C1N=C(C=C2NCC=2C=CC(=NC2)OCCC=O)N2[C@@H](CCCC2)CCO